FC(OC1=CC=C(C=C1)C=1OC(=C(N1)CC1=CC=C(C=C1)OC1=CC=CC=C1)C)F 2-(4-(difluoromethoxy)phenyl)-5-methyl-4-(4-phenoxybenzyl)oxazole